benzyl 4-[2-(1,3-dioxolan-2-yl)ethyl]piperazine-1-carboxylate O1C(OCC1)CCN1CCN(CC1)C(=O)OCC1=CC=CC=C1